(2S)-2-amino-3-(4-(2-amino-6-(1-(5-chloro-[1,1'-biphenyl]-2-yl)-2,2,2-trifluoroethoxy)pyrimidine-4-yl)cyclohex-3-ene-1-yl)propionic acid hydrochloride Cl.N[C@H](C(=O)O)CC1CC=C(CC1)C1=NC(=NC(=C1)OC(C(F)(F)F)C1=C(C=C(C=C1)Cl)C1=CC=CC=C1)N